6-(1-(tetrahydro-2H-pyran-2-yl)-1H-pyrazol-5-yl)quinoline-4-carboxylic acid O1C(CCCC1)N1N=CC=C1C=1C=C2C(=CC=NC2=CC1)C(=O)O